ClC=1C(=NC(=NC1)NC1CCOCC1)C=1C=C2C(=NC1)CN(C2=O)CC(N2CCC1=C(CC2)C=CC=C1)=O 3-{5-chloro-2-[(oxacyclohex-4-yl)amino]pyrimidin-4-yl}-6-[2-oxo-2-(2,3,4,5-tetrahydro-1H-3-benzazepin-3-yl)ethyl]-5H,6H,7H-pyrrolo[3,4-b]pyridin-5-one